C1(CC1)C=1N=NN(C1)[C@H](C(=O)N1[C@@H](C[C@H](C1)O)C(=O)N[C@@H](CC1=CC2=CC=C(C=C2C=C1)OC)C)C(C)(C)C (2S,4R)-1-[(2S)-2-(4-cyclopropyltriazol-1-yl)-3,3-dimethyl-butanoyl]-4-hydroxy-N-[(1R)-2-(6-methoxy-2-naphthyl)-1-methyl-ethyl]pyrrolidine-2-carboxamide